C(C1=CC=CC=C1)N1CCC(CC1)(C#N)C=1C=C(C(=NC1)C=1C(=NC=C(C1)F)OC)F 1-benzyl-4-{3,5'-difluoro-2'-methoxy-[2,3'-bipyridin]-5-yl}piperidine-4-carbonitrile